rac-(7S)-4,7-difluoro-7-isopropyl-N-[rac-(1R)-3-(1-oxa-8-azaspiro[4.5]decan-8-yl)-1-(6-pyridazin-4-yl-3-pyridyl)propyl]-6,8-dihydro-5H-acridine-2-carboxamide FC1=CC(=CC2=CC=3C[C@@](CCC3N=C12)(C(C)C)F)C(=O)N[C@H](CCN1CCC2(CCCO2)CC1)C=1C=NC(=CC1)C1=CN=NC=C1 |r|